5-({[1-(methoxycarbonyl)cyclobutyl]amino}methyl)pyridine-2-carboxylic acid dihydrochloride Cl.Cl.COC(=O)C1(CCC1)NCC=1C=CC(=NC1)C(=O)O